N1N=CC(=C1)C=1C2=C(C(=NC1)NCC=1C=C(C=CC1)NC(=O)C1=NN(C3=CC=CC=C13)C)CCO2 N-(3-(((7-(1H-pyrazol-4-yl)-2,3-dihydrofuro[3,2-c]pyridin-4-yl)amino)methyl)phenyl)-1-methyl-1H-indazole-3-carboxamide